FC=1C=C(CC2=CC(=NC=C2)N2N=C(C(=C2CO)C(=O)O)C)C=C(C1)C(F)(F)F (4-(3-fluoro-5-(trifluoromethyl)benzyl)pyridin-2-yl)-5-(hydroxymethyl)-3-methyl-1H-pyrazole-4-carboxylic acid